t-butyl chloromethyl succinate C(CCC(=O)OCCl)(=O)OC(C)(C)C